C(C)OC(=O)C=1N=CN(C1)CC=1C(=NC(=C(C1)Br)N1CC2CC2C1)C 1-[(6-{3-azabicyclo[3.1.0]hex-3-yl}-5-bromo-2-methylpyridin-3-yl)methyl]-1H-imidazole-4-carboxylic acid ethyl ester